2-Methylpropanoic acid [5-[3-chloro-2-[2-(4-cyanophenyl) ethyl]-6-fluoro-phenyl]-1,3-dimethyl-6-oxo-pyridazin-4-yl] ester ClC=1C(=C(C(=CC1)F)C1=C(C(=NN(C1=O)C)C)OC(C(C)C)=O)CCC1=CC=C(C=C1)C#N